FC1=CC=C(C=C1)NC(=O)C=1C=CC(=NC1)SCC1=C(C=CC(=C1)OC(F)(F)F)B(O)O 2-((5-(4-fluorophenylcarbamoyl)pyridin-2-ylthio)methyl)-4-(trifluoromethoxy)phenylboronic acid